2-[2-(4-hydroxy-3-methoxyphenyl)-1,3-dioxolan-4-yl]acetaldehyde OC1=C(C=C(C=C1)C1OCC(O1)CC=O)OC